FC(C=1C=C2N(C(C=3N(C2=CC1)C=CN3)=O)C3=C(C=CC=C3)C)F 7-(Difluoromethyl)-5-(o-tolyl)imidazo[1,2-a]quinoxalin-4(5H)-one